(1-((7-ethyl-6-carbonyl-5,6-dihydro-1,5-naphthyridin-3-yl)methyl)piperidin-4-yl)-N-methyl-picolinamide C(C)C=1C(NC=2C=C(C=NC2C1)CN1CCC(CC1)C=1C(=NC=CC1)C(=O)NC)=C=O